C(CCCCCCCCCCC(CCCCCCCCCCCC(=O)OCC1=CC=CC=C1)(C(=O)OCC1=CC=CC=C1)C(=O)OC(C)(C)C)C(=O)OCC1=CC=CC=C1 1,12,23-tribenzyl 12-(tert-butyl) tricosane-1,12,12,23-tetracarboxylate